C(CCC)C1(C=CC2=CC3=CC=CC=C3C2=C1)CCCC 3-n-butyl-3-butyl-fluorene